BrC1=C(C=C2C(=NC(=NC2=C1F)OC[C@]12CCCN2C[C@@H](C1)F)N1CC=2N(CCC1)N=C(C2)C(=O)N2CCCC2)F (5-(7-bromo-6,8-difluoro-2-(((2R,7aS)-2-fluorohexahydro-1H-pyrrolizin-7a-yl)methoxy)quinazolin-4-yl)-5,6,7,8-tetrahydro-4H-pyrazolo[1,5-a][1,4]diazepin-2-yl)(pyrrolidin-1-yl)methanone